5-amino-2-[(4-methoxyphenyl)methyl]-2,3-dihydro-1H-isoindol-1-one NC=1C=C2CN(C(C2=CC1)=O)CC1=CC=C(C=C1)OC